C=CCCCCCC oct-1-en